4,6-Diphenyl-1H-pyrazolo[3,4-b]pyridin-3-amin C1(=CC=CC=C1)C1=C2C(=NC(=C1)C1=CC=CC=C1)NN=C2N